7-[5-(5-{4-formylbicyclo[2.2.2]octan-1-yl}-1,3,4-thiadiazol-2-yl)-4-[(oxan-4-yl)amino]pyridin-2-yl]pyrrolo[1,2-b]pyridazine-3-carbonitrile C(=O)C12CCC(CC1)(CC2)C2=NN=C(S2)C=2C(=CC(=NC2)C2=CC=C1N2N=CC(=C1)C#N)NC1CCOCC1